[[1,2,3]triazol-2-yl]-2-[(E)-2-phenylvinyl]benzenesulfonate N=1N(N=CC1)C=1C(=C(C=CC1)S(=O)(=O)[O-])\C=C\C1=CC=CC=C1